6-(4,4,5,5-tetramethyl-1,3,2-dioxaborolan-2-yl)-7,9-dihydrofuro[3,4-c][1,2,4]triazolo[1,5-a]pyridine CC1(OB(OC1(C)C)C=1C2=C(C=3N(C1)N=CN3)COC2)C